C(#N)C(C)(C)SC(=S)SCCCCCCCCCCCC 2-Cyano-2-[(dodecylsulfanylthiocarbonyl)sulfanyl]propane